FC1=CC=C(C=C1)N1CC(C2=C1N=C(N=C2NC)NC21CCC(CC2)(CC1)N1C=NC(=C1)C)(C)C 7-(4-Fluorophenyl)-N4,5,5-trimethyl-N2-[4-(4-methylimidazol-1-yl)-1-bicyclo[2.2.2]octanyl]-6H-pyrrolo[2,3-d]pyrimidin-2,4-diamin